2,6-Dichloro-9-[2-[2-(2,6-dichloropurin-9-yl)ethoxy]ethyl]purine ClC1=NC(=C2N=CN(C2=N1)CCOCCN1C2=NC(=NC(=C2N=C1)Cl)Cl)Cl